[Ni](Cl)Cl.N1=C(C=CC=C1)C1=NC=CC=C1.N1=C(C=CC=C1)C1=NC=CC=C1.N1=C(C=CC=C1)C1=NC=CC=C1 tris(2,2'-bipyridyl) nickel chloride